Cl.C(C1=CC=CC=C1)N1CC=2C(=C(N=C(C2CC1)N1CCN(CC1)C([C@@H](N)[C@H](OCC1=CC=CC=C1)C)=O)OC[C@H]1N(CCC1)C)C#N 6-benzyl-1-(4-(O-benzyl-L-threonyl)piperazin-1-yl)-3-(((S)-1-methylpyrrolidin-2-yl)methoxy)-5,6,7,8-tetrahydro-2,6-naphthyridine-4-carbonitrile Hydrochloride